FC([C@@H](CO)NC(=O)C=1C=2C[C@@H]3[C@H](C2N(N1)C1=NC=CC(=C1)Cl)C3)(C)C (1aR,5aR)-2-(4-Chloro-pyridin-2-yl)-1a,2,5,5a-tetrahydro-1H-2,3-diaza-cyclopropa[a]pentalene-4-carboxylic acid ((R)-2-fluoro-1-hydroxymethyl-2-methyl-propyl)-amide